O=C1N(C(C2=CC=CC=C12)=O)CC(=O)NC1=C(C=C(C=C1)C1=C(NC=2N(C1=O)N=C(C2C2=CC=CC=C2)C2=CC=CC=C2)C)SCC2=CC=C(C=C2)OC 2-(1,3-dioxoisoindolin-2-yl)-N-(2-((4-methoxybenzyl)thio)-4-(5-methyl-7-oxo-2,3-diphenyl-4,7-dihydropyrazolo[1,5-a]pyrimidin-6-yl)phenyl)acetamide